The molecule is a tetracycline that is the 6-methylene analogue of oxytetracycline, obtained by formal dehydration at position 6. It has a role as an antibacterial drug. It is a member of tetracyclines, a tertiary alpha-hydroxy ketone and a primary carboxamide. CN(C)[C@H]1[C@@H]2[C@H]([C@@H]3C(=C)C4=C(C(=CC=C4)O)C(=C3C(=O)[C@@]2(C(=C(C1=O)C(=O)N)O)O)O)O